3-tert-butyl-6-(4-methoxybenzyl)-8-(morpholin-4-yl)[1,2,4]triazolo[4',3':1,6]pyrimido[5,4-c]pyridazin-5(6H)-one C(C)(C)(C)C1=NN=C2N1C(N(C=1C2=NN=C(C1)N1CCOCC1)CC1=CC=C(C=C1)OC)=O